CC=1C(=C(C=2CC3=CC=CC=C3C2C1)C1=C(C=CC=C1)C1=C(C(=C(C2=C(C=3C(=C(C(=C(C3C=C12)[2H])[2H])[2H])[2H])[2H])[2H])[2H])[2H])C [(dimethylfluorenyl)phenyl]anthracene-d8